t-butyl-N-[(7-bromo-4-oxo-3H-phthalazin-1-yl)methyl]carbamate C(C)(C)(C)OC(NCC1=NNC(C2=CC=C(C=C12)Br)=O)=O